O[C@H]1[C@H]2N(C(C3=C(N1C(=O)OCC=C)C=C(C(=C3)OC)O[Si](C(C)C)(C(C)C)C(C)C)=O)C=C(C2)C (11S,11aS)-allyl 11-hydroxy-7-methoxy-2-methyl-5-oxo-8-((triisopropylsilyl)oxy)-11,11a-dihydro-1H-benzo[e]pyrrolo[1,2-a][1,4]diazepine-10(5H)-carboxylate